N(=[N+]=[N-])[C@](C)(CC)C1=C2C=C(N=CC2=C(N=C1)O[C@H](C)C[C@@H](C)S(=O)(=O)CC)NC1=CC=C2C(=N1)[C@H]([C@@H](OC2=O)C)C (7S,8R)-2-((5-((R)-2-azidobut-2-yl)-8-(((2R,4R)-4-(ethylsulfonyl)pent-2-yl)oxy)-2,7-naphthyridin-3-yl)amino)-7,8-dimethyl-7,8-dihydro-5H-pyrano[4,3-b]pyridin-5-one